2-(6,8-dimethylimidazo[1,2-a]pyrazin-2-yl)-7-[(3S)-3-methylpiperazin-1-yl]-4H-pyrido[1,2-a]pyrimidin-4-one CC=1N=C(C=2N(C1)C=C(N2)C=2N=C1N(C(C2)=O)C=C(C=C1)N1C[C@@H](NCC1)C)C